BrC1=CC2=C(OC(CO2)(C)C)C=C1 6-bromo-2,2-dimethyl-2,3-dihydrobenzo[b][1,4]dioxine